FC1=C(C(=C(C=C1\C=C\C1=NC(=CC=C1)F)O)C(C)C)O (E)-4-fluoro-5-[2-(6-fluoropyridin-2-yl)vinyl]-2-isopropylbenzene-1,3-diol